1-[2-(difluoromethoxy)-4-(trifluoromethyl)phenyl]-N-[(3S)-oxolan-3-yl]pyrrolo[1,2-d][1,2,4]triazin-4-amine formate C(=O)O.FC(OC1=C(C=CC(=C1)C(F)(F)F)C=1C=2N(C(=NN1)N[C@@H]1COCC1)C=CC2)F